(S)-1-((4-ethyl-8-fluoro-4-hydroxy-9-methoxy-3,14-dioxo-3,4,12,14-tetrahydro-1H-pyrano[3',4':6,7]indolizino[1,2-b]quinolin-11-yl)methyl)-3-(2-hydroxyethyl)urea C(C)[C@]1(C(OCC=2C(N3CC=4C(=NC=5C=C(C(=CC5C4CNC(=O)NCCO)OC)F)C3=CC21)=O)=O)O